C(C)(C)(C)OC(=O)N(C(OC(C)(C)C)=O)C1=NC(=C(C=C1C)[N+](=O)[O-])C tert-Butyl N-tert-butoxycarbonyl-N-(3,6-dimethyl-5-nitro-2-pyridyl)carbamate